[N+](=O)([O-])C1=C(C=CC=C1)S(=O)(=O)N 2-nitrophenylsulfonamide